C1(=C(C=CC=C1)OS(=O)O)C tolyloxysulfinic acid